Butyl 3,6-anhydro-5-O-(4-methoxybenzyl)-2-O-nitro-β-D-glucofuranoside COC1=CC=C(CO[C@H]2[C@@H]3[C@@H]([C@H]([C@H](OCCCC)O3)O[N+](=O)[O-])OC2)C=C1